tert-butyl 4-[3-cyano-2-(2-fluoro-4-phenoxyphenyl)-2H-pyrazolo[4,3-b]pyridin-7-yl]piperidine-1-carboxylate C(#N)C=1N(N=C2C1N=CC=C2C2CCN(CC2)C(=O)OC(C)(C)C)C2=C(C=C(C=C2)OC2=CC=CC=C2)F